OC(CCOCCN1C=CCC1)N1CCN(CC1)C1=NC=C(C=N1)C(F)(F)F 1-(2-(3-oxyl-3-(4-(5-(trifluoromethyl)pyrimidin-2-yl)piperazin-1-yl)propoxy)ethyl)-1,5-Dihydro-4H-pyrrole